OC1=C(C2=C(N(C1=O)CC=1C=NN(C1)CC(F)(F)F)C=CS2)C(=O)O 6-hydroxy-5-oxo-4-{[1-(2,2,2-trifluoroethyl)-1H-pyrazol-4-yl]methyl}-4,5-dihydrothieno[3,2-b]pyridine-7-carboxylic acid